2-(4-(methylsulfonyl)phenyl)-5-(4-(trifluoromethyl)phenoxy)-3,4-dihydroisoquinolin-1(2H)-one CS(=O)(=O)C1=CC=C(C=C1)N1C(C2=CC=CC(=C2CC1)OC1=CC=C(C=C1)C(F)(F)F)=O